1-cyclopropyl-8-chloro-6-fluoro-1,4-dihydro-7-((3R)-3-(diethylamino)pyrrolidinyl)-4-oxo-3-quinolinecarboxylic acid C1(CC1)N1C=C(C(C2=CC(=C(C(=C12)Cl)N1C[C@@H](CC1)N(CC)CC)F)=O)C(=O)O